Ethyl-Methyl-AminoZirconium C(C)[Zr](N)C